CC(C(C)C1CC=C(CC1)CCC=O)C 3-(4-(3-Methylbutan-2-yl)cyclohex-1-en-1-yl)propanal